[Si](C)(C)(C(C)(C)C)OC(C)[C@@H]1C([C@H]2[C@@H]3CC[C@H]([C@@H](CCCC(C)C)C)[C@]3(CC[C@@H]2[C@]2(CCCC[C@@H]12)C)C)=C=O alpha-tert-butyldimethylsilyloxy-6beta-ethyl-7-carbonyl-5beta-cholestane